2-(2-(2-(2-(2-(((pyridin-4-ylmethyl)amino)methyl)-1H-pyrrol-1-yl)ethoxy)ethoxy)ethoxy)ethan-1-amine N1=CC=C(C=C1)CNCC=1N(C=CC1)CCOCCOCCOCCN